C(C)C1=CC=C(C=C1)I p-ethyl-iodobenzene